6-(5-bromo-2-nitrophenyl)-6-azaspiro[2.5]octane BrC=1C=CC(=C(C1)N1CCC2(CC2)CC1)[N+](=O)[O-]